The molecule is a dihydroxyanthraquinone having the two hydroxy substituents at the 1- and 4-positions; formally derived from anthraquinone by replacement of two hydrogen atoms by hydroxy groups It has a role as a dye. C1=CC=C2C(=C1)C(=O)C3=C(C=CC(=C3C2=O)O)O